4-(3,4-methylenedioxyphenyl)-2-butanone C1OC=2C=C(C=CC2O1)CCC(C)=O